α-ethynyl-mannose C(#C)C(=O)[C@@H](O)[C@@H](O)[C@H](O)[C@H](O)CO